4-(6-Fluoropyridin-3-yl)-1-(1-(pyridin-4-yl)-1H-pyrazol-4-yl)piperidin-2-one FC1=CC=C(C=N1)C1CC(N(CC1)C=1C=NN(C1)C1=CC=NC=C1)=O